ClC1=CC=C(C2=CC=CC=C12)OCC=1C(=NC(=CC1)F)F 3-{[(4-chloro-1-naphthyl)oxy]methyl}-2,6-difluoropyridine